(2R,5R)-5-(((tert-butyldimethylsilyl)oxy)methyl)-2-methylpiperazine-1-carboxylic acid tert-butyl ester C(C)(C)(C)OC(=O)N1[C@@H](CN[C@H](C1)CO[Si](C)(C)C(C)(C)C)C